1-{5-chloro-3,3-dimethyl-1H,2H-pyrrolo[3,2-b]pyridin-7-yl}ethanone ClC1=CC(=C2C(=N1)C(CN2)(C)C)C(C)=O